N-(3-((R)-N-((S)-2-((tert-butyldimethylsilyl)oxy)propanoyl)-S-methylsulfonimidoyl)phenyl)-2-((6-fluoro-2-methylpyridin-3-yl)oxy)-4-(trifluoromethyl)benzamide [Si](C)(C)(C(C)(C)C)O[C@H](C(=O)N=[S@@](=O)(C)C=1C=C(C=CC1)NC(C1=C(C=C(C=C1)C(F)(F)F)OC=1C(=NC(=CC1)F)C)=O)C